benzyl (((1R,5S,6r)-6-(6-chloropyridin-2-yl)-3-azabicyclo[3.1.0]hexan-6-yl)methyl)carbamate ClC1=CC=CC(=N1)C1([C@H]2CNC[C@@H]12)CNC(OCC1=CC=CC=C1)=O